C1CCC(CC1)CC[Si](OC)(OC)OC 4-Cyclohexylethyltrimethoxysilane